1-(Morpholin-4-yl)-1-oxopropan-2-yl (2S)-2-[(tert-Butoxycarbonyl)amino]-3-(3-{[(4-tert-butylphenyl)methyl]sulfanyl}phenyl)propanoate C(C)(C)(C)OC(=O)N[C@H](C(=O)OC(C(=O)N1CCOCC1)C)CC1=CC(=CC=C1)SCC1=CC=C(C=C1)C(C)(C)C